O1CCN(CC1)C1=CC(=NC=2N1N=C(C2)C2=CC=NC=C2)C(=O)N 7-morpholino-2-(pyridin-4-yl)pyrazolo[1,5-a]pyrimidine-5-carboxamide